C[C@H]1CN(C[C@@H](N1)C)C=1C=C(C2=C(N1)NN=C2NC2=CC1=CN(N=C1C(=C2)F)C)C#N 6-((3S,5S)-3,5-dimethylpiperazin-1-yl)-3-((7-fluoro-2-methyl-2H-indazol-5-yl)amino)-1H-pyrazolo[3,4-b]pyridine-4-carbonitrile